FC1=C(CNC2=NC(=NC=C2C(=O)N)NC=2C=NN(C2)C)C(=CC=C1)C(F)(F)F 4-((2-fluoro-6-(trifluoromethyl)benzyl)amino)-2-((1-methyl-1H-pyrazol-4-yl)amino)pyrimidin-5-carboxamide